n-hexyl methyl ether CCCCCCOC